Cl.FC1(CC(C1)(N)C)F 3,3-Difluoro-1-methyl-cyclobutanamine hydrochloride